4,4'-diazido-methyl-biphenyl tert-Butyl-3-hydroxy-3-(4-methoxyquinazolin-6-yl)azetidine-1-carboxylate C(C)(C)(C)OC(=O)N1CC(C1)(C=1C=C2C(=NC=NC2=CC1)OC)O.N(=[N+]=[N-])C1=CC(=C(C=C1)C1=CC=C(C=C1)N=[N+]=[N-])C